N-{[3-(4-{[(3S,4R)-3-fluoro-1-methylpiperidin-4-yl]amino}-1-(2,2,2-trifluoroethyl)-1H-indol-2-yl)-1,2,4-oxadiazol-5-yl]methyl}-1-(oxetan-3-yl)-1H-pyrrole-3-carboxamide F[C@H]1CN(CC[C@H]1NC1=C2C=C(N(C2=CC=C1)CC(F)(F)F)C1=NOC(=N1)CNC(=O)C1=CN(C=C1)C1COC1)C